Cl.BrC1=CC=C(C=C1)C1CNCCC1 3-(4-bromo-phenyl)-piperidine hydrochloride